12-methylene-octadecanoic acid C=C(CCCCCCCCCCC(=O)O)CCCCCC